3,5-dimethoxy-phenol COC=1C=C(C=C(C1)OC)O